1,5-diazabicyclo[4.3.0]nonane-5-ene N12CCCN=C2CCC1